(S)-2-(5-(tert-butyl)-3-fluoro-2-methoxyphenyl)-2-((R)-3-((5-(4-methoxy-5,6,7,8-tetrahydro-1,8-naphthyridin-2-yl)pentyl)oxy)pyrrolidin-1-yl)acetic acid C(C)(C)(C)C=1C=C(C(=C(C1)[C@@H](C(=O)O)N1C[C@@H](CC1)OCCCCCC1=NC=2NCCCC2C(=C1)OC)OC)F